6-(1H-Imidazol-1-yl)-3,4-dihydro-1,8-naphthyridin N1(C=NC=C1)C=1C=C2CCC=NC2=NC1